9,9-bis(2-methoxyethyl)-9H-fluoren-2-amine COCCC1(C2=CC=CC=C2C=2C=CC(=CC12)N)CCOC